NCC1CCC(CC1)C[N+]1=NOC(=C1)[N-]C(NC1=CC(=CC(=C1)C(F)(F)F)N1C(C(CC1)C1=CC=CC=C1)=O)=O (3-(((1S,4S)-4-(Aminomethyl)cyclohexyl)-methyl)-1,2,3-oxadiazol-3-ium-5-yl)((3-(2-oxo-3-phenylpyrrolidin-1-yl)-5-(trifluoromethyl)-phenyl)carbamoyl)amide